N-(5-(6-(2,6-dichloro-3,5-dimethoxyphenyl)-8-((2-methoxyethyl)amino)pyrido[3,4-d]pyrimidin-2-yl)-1-(2-methoxyethyl)-1H-pyrazol-4-yl)acrylamide ClC1=C(C(=C(C=C1OC)OC)Cl)C1=CC2=C(N=C(N=C2)C2=C(C=NN2CCOC)NC(C=C)=O)C(=N1)NCCOC